1-(6-((4-(4-(5,7-dimethoxy-4-oxo-3,4-dihydroquinazolin-2-yl)phenyl)piperazin-1-yl)methyl)pyridin-3-yl)dihydropyrimidine-2,4(1H,3H)-dione COC1=C2C(NC(=NC2=CC(=C1)OC)C1=CC=C(C=C1)N1CCN(CC1)CC1=CC=C(C=N1)N1C(NC(CC1)=O)=O)=O